mono-(2-hexyldecyl)arginine phosphate P(=O)(O)(O)O.C(CCCCC)C(CN[C@@H](CCCNC(N)=N)C(=O)O)CCCCCCCC